tert-Butyl (2-(3-((5-bromo-2-nitrophenyl)amino)phenoxy)ethyl)carbamate BrC=1C=CC(=C(C1)NC=1C=C(OCCNC(OC(C)(C)C)=O)C=CC1)[N+](=O)[O-]